(6Z,16Z)-12-((Z)-dec-4-en-1-yl)docosa-6,16-dien-11-yl 3-(pyrrolidin-1-yl)-propanoate N1(CCCC1)CCC(=O)OC(CCC\C=C/CCCCC)C(CCC\C=C/CCCCC)CCC\C=C/CCCCC